2-((1-(2-cyano-3-(4-(2-cyclopropylacetyl)piperazin-1-yl)-7-methylquinoxalin-5-yl)ethyl)amino)benzoic acid C(#N)C1=NC2=CC(=CC(=C2N=C1N1CCN(CC1)C(CC1CC1)=O)C(C)NC1=C(C(=O)O)C=CC=C1)C